FC=1C=C(C=CC1[N+](=O)[O-])C(C(=O)OCC)(C)C ethyl 2-(3-fluoro-4-nitrophenyl)-2-methylpropanoate